N-(2-(6,7-difluoro-1H-indol-3-yl)ethyl)-N-methylpropan-1-amine FC1=CC=C2C(=CNC2=C1F)CCN(CCC)C